4-(1-((2-chlorophenyl)sulfonyl)-1-fluoro-ethyl)-N-(pyridazin-4-yl)piperidine-1-carboxamide ClC1=C(C=CC=C1)S(=O)(=O)C(C)(F)C1CCN(CC1)C(=O)NC1=CN=NC=C1